methyl 2-[4-(4,6-diphenyl-1,3,5-triazin-2-yl)-3-hydroxy-phenoxy]propanoate C1(=CC=CC=C1)C1=NC(=NC(=N1)C1=CC=CC=C1)C1=C(C=C(OC(C(=O)OC)C)C=C1)O